BrC1=CC(=C2CNC(C2=C1)=O)C(F)(F)F 6-bromo-4-(trifluoromethyl)-2,3-dihydro-1H-isoindol-1-one